ClC1=NC=C(C=N1)C=1C=NC=CC1 2-chloro-5-(pyridin-3-yl)pyrimidine